chloro-alpha-(1-methylethyl)benzeneacetic acid, cyano(3-phenoxyphenyl)methyl ester ClC1=C(C=CC=C1)C(C(=O)OC(C1=CC(=CC=C1)OC1=CC=CC=C1)C#N)C(C)C